ClCCCC1=C2C(=NC=3C=C4C(=CC13)OCO4)C4=CC1=C(C(N4C2)=O)COC([C@]1(O)CC)=O (S)-14-(3-chloropropyl)-7-ethyl-7-hydroxy-10,13-dihydro-11H-[1,3]dioxolano[4,5-g]pyrano[3',4':6,7]indolizino[1,2-b]quinoline-8,11(7H)-dione